3-methylaminopropyl propionate C(CC)(=O)OCCCNC